CC1C(=NC=2N=C(N=C(C21)C)NC2=NC=C(C=C2)N2CCC(CC2)=O)C(=O)N dimethyl-2-[[5-(4-oxo-1-piperidyl)-2-pyridyl]amino]pyrrolo[2,3-d]pyrimidine-6-carboxamide